methyl-triazolyl-benzylamine hydrochloride Cl.CN(CC1=CC=CC=C1)C=1N=NNC1